2,6-bis-dodecylthiomethyl-4-nonylphenol C(CCCCCCCCCCC)SCC1=C(C(=CC(=C1)CCCCCCCCC)CSCCCCCCCCCCCC)O